N(N)C(CCNC(OCC1C2=CC=CC=C2C=2C=CC=CC12)=O)=O (9H-fluoren-9-yl)methyl (3-hydrazinyl-3-oxopropyl)carbamate